CC1=NC2=CC=CC=C2CC1 methyl-3,4-dihydroquinoline